ClC=1C=C(C=CC1OC)NC(=O)C=1C=C(N(N1)CC1=CC=C(C=C1)OC)C(=O)O 5-[(3-chloro-4-methoxy-phenyl)carbamoyl]-2-[(4-methoxyphenyl)-methyl]pyrazole-3-carboxylic acid